3-bromo-5-cyclopropyl-2-(4,4-difluoropiperidin-1-yl)-6-(trifluoromethoxy)-pyridine BrC=1C(=NC(=C(C1)C1CC1)OC(F)(F)F)N1CCC(CC1)(F)F